C(C=C)(=O)O.COCOC methylal Acrylate